4-methyl-5-vinyl-thiazole methyl-8-hydroxy-5,6,7,8-tetrahydro-[1,2,4]triazolo[4,3-a]pyridine-6-carboxylate COC(=O)C1CC(C=2N(C1)C=NN2)O.CC=2N=CSC2C=C